N-((1S)-1-(4-((6-chloro-1,1-dimethyl-2,3-dihydro-1H-inden-2-yl)amino)phenyl)-2,2,2-trifluoroethyl)-N-methyltetrahydro-2H-thiopyran-4-carboxamide 1,1-dioxide ClC1=CC=C2CC(C(C2=C1)(C)C)NC1=CC=C(C=C1)[C@@H](C(F)(F)F)N(C(=O)C1CCS(CC1)(=O)=O)C